N-(4-cyanobenzyl)-8-((1-(cyclobutylsulfonyl)cyclopropyl)methoxy)-1-methyl-2-oxo-1,2-dihydro-1,7-naphthyridine-3-carboxamide C(#N)C1=CC=C(CNC(=O)C=2C(N(C3=C(N=CC=C3C2)OCC2(CC2)S(=O)(=O)C2CCC2)C)=O)C=C1